FC1=C(C(=O)OC)C=C(C=C1C=1SC(=CN1)Cl)O Methyl 2-fluoro-5-hydroxy-3-(5-chlorothiazol-2-yl)benzoate